FC=1C=C(C=2C=NN(C2C1F)C1OCCCC1)C(=O)C=1C(=C2C=CC=NC2=C(C1)C)/N=C/N(C)C (E)-N'-[6-[6,7-difluoro-1-(oxan-2-yl)indazole-4-carbonyl]-8-methylquinolin-5-yl]-N,N-dimethylmethanimidamide